FC1=C(N=CC2=C1N=C(N=C2N2CC(CCCC2)O)OCC21CCCN1CCC2)C2=CC=CC1=CC=CC(=C21)F 8-fluoro-7-(8-fluoronaphthalen-yl)-2-((hexahydro-1H-pyrrolizin-7a-yl)methoxy)pyrido[4,3-d]pyrimidin-4-ylazepan-3-ol